ClC=1C=C2C(=CN1)N(C(C2(C)C)=O)C 5-chloro-1,3,3-trimethyl-1H-pyrrolo[2,3-c]pyridin-2(3H)-one